C1=CC(=CC=C1/C=C/C=C/C=C/C2=CC=C(C=C2)N)N 1,6-Bis(4''-aminophenyl)-hexa-1,3,5-triene